C(N)(=O)C=1N(C2=CC(=CC=C2C1)OC(F)(F)F)C1=CC=CC(=N1)C1(CC1)CC(=O)O 2-(1-(6-(2-carbamoyl-6-(trifluoromethoxy)-1H-indol-1-yl)pyridin-2-yl)cyclopropyl)acetic acid